ClC1=CC(=C(C=O)C=C1)OC1=CC=C(C=C1)C1=CN=C(N1C)C#CCCC 4-chloro-2-(4-(1-methyl-2-(pent-1-yn-1-yl)-1H-imidazol-5-yl)phenoxy)benzaldehyde